C(C)(=O)OCCOOC(C)(C)C t-butylperoxyethyl acetate